tert-Butyl((1S,2R)-1-(4-bromophenyl)-1-hydroxypropan-2-yl)carbamate C(C)(C)(C)OC(N[C@@H]([C@@H](O)C1=CC=C(C=C1)Br)C)=O